4-(3-((1H-pyrazol-4-yl)oxy)phenyl)-1-methyl-1H-indazole N1N=CC(=C1)OC=1C=C(C=CC1)C1=C2C=NN(C2=CC=C1)C